NC1=C(C=C(OC2=CC=NC3=CC(=C(C=C23)C(=O)N)OC)C=C1)Cl 4-(4-Amino-3-chlorophenoxy)-7-methoxyquinoline-6-carboxamide